1,8-dimethylphenanthrene CC1=CC=CC=2C3=CC=CC(=C3C=CC12)C